N-[5-[4-[(2-isopropyl-5-methyl-phenyl)thiocarbamoyl-methyl-amino]phenyl]-2,4-dimethyl-pyrazol-3-yl]-4-(trifluoromethoxy)benzamide C(C)(C)C1=C(C=C(C=C1)C)NC(=S)N(C1=CC=C(C=C1)C=1C(=C(N(N1)C)NC(C1=CC=C(C=C1)OC(F)(F)F)=O)C)C